C(C)(C)(C)OC(=O)N1CC2(CCC1)CNCCC2 2,8-diazaspiro[5.5]undecane-2-carboxylic acid tert-butyl ester